tert-butyl 4-[1-(2,6-dioxo-3-piperidyl)-2-oxo-benzo[c]indol-5-yl]piperidine-1-carboxylate O=C1NC(CCC1C1C23C(=CN(C2=CCC1=O)C1CCN(CC1)C(=O)OC(C)(C)C)C=CC=C3)=O